8-benzyl-5,5-difluoro-3-(trifluoromethyl)-6,6a,7,8,9,10-hexahydro-5H-pyrazino[1,2-a][1,8]Naphthyridine C(C1=CC=CC=C1)N1CC2N(C=3N=CC(=CC3C(C2)(F)F)C(F)(F)F)CC1